The molecule is a non-proteinogenic alpha-amino acid that is homocysteine in which the thiol group has benn oxidised to the corresponding sulfonic acid. It is an amino sulfonic acid, a carboxyalkanesulfonic acid and a non-proteinogenic alpha-amino acid. It derives from a homocysteine. C(CS(=O)(=O)O)C(C(=O)O)N